C(#N)C=1C=C(COC2=C(C=3C(=NON3)C(=C2)OCC2=C(C(=CC=C2)C2=CC3=C(OCCO3)C=C2)C)CN[C@H](CO)C(=O)O)C=CC1 N-((5-((3-cyanobenzyl)oxy)-7-((3-(2,3-dihydrobenzo[b][1,4]dioxin-6-yl)-2-methylbenzyl)oxy)benzo[c][1,2,5]oxadiazol-4-yl)methyl)-D-serine